1-(2-iodophenyl)-5-methoxy-1H-indol IC1=C(C=CC=C1)N1C=CC2=CC(=CC=C12)OC